C1(=CC(=CC=C1)C#N)C=1C(=CC=CC1)C1=CC=CC=C1 [1,1':2',1''-terphenyl]-3-carbonitrile